tert-butyl cis-1-(5-cyanopyrimidin-2-yl)-3-methyl-6-azabicyclo[3.1.1]heptane-6-carboxylate C(#N)C=1C=NC(=NC1)C12CC(CC(N1C(=O)OC(C)(C)C)C2)C